1-[3-(trifluoromethoxy)cyclobutyl]pyrazole-3-carboxylic acid FC(OC1CC(C1)N1N=C(C=C1)C(=O)O)(F)F